N-(4-(phenylthio)phenyl)quinazolin-4-amine C1(=CC=CC=C1)SC1=CC=C(C=C1)NC1=NC=NC2=CC=CC=C12